BrC1=CC(=NC=C1)CC#N 2-(4-bromo-2-pyridinyl)acetonitrile